C(C1=CC=CC=C1)O[C@H]([C@@](C=O)(O)COCC1=CC=CC=C1)[C@@H]([C@H](C(N1CCN(CC1)C(C1=CC=CC=C1)(C1=CC=CC=C1)C1=CC=CC=C1)=O)OCC1=CC=CC=C1)OCC1=CC=CC=C1 (2S,3S,4S,5R)-3,4,5-Tribenzyloxy-2-(benzyloxymethyl)-2-hydroxy-6-oxo-6-(4-tritylpiperazin-1-yl)hexanal